tert-butyl (4-(isopropylcarbamoyl)benzyl)carbamate C(C)(C)NC(=O)C1=CC=C(CNC(OC(C)(C)C)=O)C=C1